1-(2,2-dimethoxyethyl)-2,3,4,9-tetrahydro-beta-carboline-3-carboxylic acid benzyl ester C(C1=CC=CC=C1)OC(=O)C1NC(C=2NC3=CC=CC=C3C2C1)CC(OC)OC